ethyl [4-(ethylthio)phenyl]acetate C(C)SC1=CC=C(C=C1)CC(=O)OCC